NC1=NC(N(C=C1)C1=CC=C(C=O)C=C1)=O 4-(4-amino-2-oxopyrimidin-1(2H)-yl)benzaldehyde